O(C=1C=C2C(OC(C2=CC1)=O)=O)C=1C=C2C(OC(C2=CC1)=O)=O 5,5'-oxybis-1,3-isobenzofurandione